3,7-diethyl-nonane C(C)C(CC)CCCC(CC)CC